1-(3-butenyl)naphthalene C(CC=C)C1=CC=CC2=CC=CC=C12